ClC1=C(NC2=C(NC3=C2C(NCC3)=O)C3=CC(=NC=C3)NC([C@H](C)C3=CC=C(C=C3)F)=O)C=CC=C1 |r| Racemic-N-{4-[3-(2-chloroanilino)-4-oxo-4,5,6,7-tetrahydro-1H-pyrrolo[3,2-c]pyridin-2-yl]pyridin-2-yl}-2-(4-fluorophenyl)propanamide